ClC1=C(C=C(C=C1)N1CC(C2=NC(=CC=C21)C(=O)N2C(CN(CC2)C=2SC=C(N2)C(=O)N(C)C)(C)C)(C)C)F 2-(4-(1-(4-chloro-3-fluorophenyl)-3,3-dimethyl-2,3-dihydro-1H-pyrrolo[3,2-b]pyridine-5-carbonyl)-3,3-dimethylpiperazin-1-yl)-N,N-dimethylthiazole-4-carboxamide